OC1=CC=C(C=C1)C=CC(=O)C1=CC=C(C=C1)C=1SC=CC1 3-(4-Hydroxyphenyl)-1-[4-(thiophen-2-yl)phenyl]prop-2-en-1-one